NC1=CC=CC(=N1)C(=O)C1CCN(CC1)C (6-amino-2-pyridyl)-(1-methyl-4-piperidyl)methanone